1,1'-Oxydi-2-propanol O(CC(C)O)CC(C)O